ClC1=CC=C(C=C1)[C@@]1(N(C(C2=CC(=CC(=C12)F)C(=O)C=1N=CN(C1)C)=O)CC1=NC=C(C=N1)Cl)O[C@@H]1C[C@@H](C1)O (R)-3-(4-chlorophenyl)-2-((5-chloropyrimidin-2-yl)methyl)-4-fluoro-3-((cis)-3-hydroxycyclobutoxy)-6-(1-methyl-1H-imidazole-4-carbonyl)isoindolin-1-one